S(=O)(=O)(C1=CC=C(C)C=C1)O\N=C\1/CCCC2=CC(=CC(=C12)Br)Cl (E)-8-bromo-6-chloro-3,4-dihydronaphthalen-1(2H)-one O-tosyloxime